N1CC2(CC1)C(NC1=CC=CC=C12)=O spiro(indol-3,3'-pyrrolidine)-2-one